[Si](C)(C)(C(C)(C)C)O[C@H]1C[C@@H](N(C1)C(=O)C1(CC1)C)C#C ((2R,4S)-4-((tert-Butyldimethylsilyl)oxy)-2-ethynylpyrrolidin-1-yl)(1-methylcyclopropyl)methanone